(2S,5R)-5-methyl-3-oxo-2-({[(cis)-4-phenylcyclohexyl]oxy}methyl)pyrrolidine-1-carboxylic acid benzyl ester C(C1=CC=CC=C1)OC(=O)N1[C@H](C(C[C@H]1C)=O)CO[C@@H]1CC[C@@H](CC1)C1=CC=CC=C1